OC=1C=C(C=C(C1)O)N(C(=O)C1=CC(=C(C(=O)O)C=C1O)O)C 4-(3,5-dihydroxyphenyl-methyl-aminocarbonyl)-2,5-dihydroxybenzoic acid